COC=1C=C(C=CC1)C1=NN2C(=NC=3C=CC=CC3C2=N1)NC=1C(N=CC=NC1)=O (6S)-6-{[2-(3-methoxyphenyl)[1,2,4]triazolo[1,5-c]quinazolin-5-yl]amino}-1,4-diazepin-5-one